[Au].[Na].[Au] gold-sodium-gold